4-methyl-3-{3-methyl-5-[4-(trifluoromethyl)phenoxy]phenyl}-1-(4-methylbenzenesulfonyl)-1H,4H,5H-pyrrolo[3,2-b]pyridin-5-one CN1C2=C(C=CC1=O)N(C=C2C2=CC(=CC(=C2)OC2=CC=C(C=C2)C(F)(F)F)C)S(=O)(=O)C2=CC=C(C=C2)C